C(C1=CC=CC=C1)N1C(N([C@H]2[C@@H]1CSC2=O)CC2=CC=CC=C2)=O (3aS,6aR)-1,3-dibenzyltetrahydro-1H-thieno[3,4-d]imidazole-2,4-dione